((3S,4S)-8-(5-bromopyrazin-2-yl)-3-methyl-2-oxa-8-Azaspiro[4.5]dec-4-yl)carbamic acid tert-butyl ester C(C)(C)(C)OC(N[C@@H]1[C@@H](OCC12CCN(CC2)C2=NC=C(N=C2)Br)C)=O